N-(3-(3-(fluoro(4-methyl-4H-1,2,4-triazol-3-yl)methyl)oxetan-3-yl)phenyl)-4-(trifluoromethyl)-1H-imidazole-2-carboxamide FC(C1(COC1)C=1C=C(C=CC1)NC(=O)C=1NC=C(N1)C(F)(F)F)C1=NN=CN1C